N1(CCOCC1)C1=CC=C(C=N1)NC=1N=CC2=C(N1)C(=CC=N2)C2=NC=CC=C2 N-(6-morpholinylpyridin-3-yl)-8-(pyridin-2-yl)pyrido[3,2-d]pyrimidin-2-amine